N,N-Di-methyl-1-(5-ethyl-3-methoxy-2-tetradecyloxyphenyl)methanamin CN(CC1=C(C(=CC(=C1)CC)OC)OCCCCCCCCCCCCCC)C